2-(3-(2,3-dihydrobenzo[b][1,4]dioxin-6-yl)propyl)isoindoline O1C2=C(OCC1)C=C(C=C2)CCCN2CC1=CC=CC=C1C2